FC1=C(C(=O)NC[C@@H]2[C@@H]([C@@H]3CC[C@H]([C@@H]4CC[C@]5(OO[C@]43[C@H](O2)O5)C)C)C)C=CC=C1 2-fluoro-N-{[(3R,5aS,6R,8aS,9R,10S,12R,12aR)-3,6,9-trimethyldecahydro-12H-3,12-epoxypyrano[4,3-j][1,2]Benzodioxepin-10-yl]methyl}benzamide